3-(8-(3-fluorophenyl)-6-azaspiro[3.4]octane-6-carbonyl)-1,2,4-oxadiazol-5(4H)-one FC=1C=C(C=CC1)C1CN(CC12CCC2)C(=O)C2=NOC(N2)=O